1,12-Dodecanediaminium C(CCCCCCCCCCC[NH3+])[NH3+]